(R)-N-Isopropyl-5-azaspiro[2.4]heptan-7-amine C(C)(C)N[C@H]1CNCC12CC2